1,1,10,10-tetramethyl-1,10-disilyldecane CC(CCCCCCCCC([SiH3])(C)C)([SiH3])C